benzyl 8-methyl-4-[2-methylsulfanyl-8-[4-(morpholinomethyl)phenyl]-7-oxo-pyrido[2,3-d]pyrimidin-6-yl]-2,3-dihydroquinoxaline-1-carboxylate CC=1C=CC=C2N(CCN(C12)C(=O)OCC1=CC=CC=C1)C1=CC2=C(N=C(N=C2)SC)N(C1=O)C1=CC=C(C=C1)CN1CCOCC1